C(=O)(O)C1=CC(=C(C=C1)N=NC1=CC=C(C=C1OC)OC)[N+](=O)[O-] 6-(4-carboxy-2-nitrophenylazo)-1,3-dimethoxybenzene